C(C)(C)(C)OCCO 2-(tert-butoxy)1-ethanol